FC(OC[C@H]([C@@H](C)[C@H]1CC[C@H]2[C@@H]3CC[C@@H]4C[C@@](CC[C@@]4([C@H]3CC[C@]12C)C)(O)C(F)(F)F)O)F (3R,5R,8R,9S,10S,13S,14S,17R)-17-((2S,3S)-4-(difluoromethoxy)-3-hydroxybutan-2-yl)-10,13-dimethyl-3-(trifluoromethyl)hexadecahydro-1H-cyclopenta[a]phenanthren-3-ol